1-tert-butyl 3-methyl 2,3-dihydro-1H-pyrrole-1,3-dicarboxylate N1(CC(C=C1)C(=O)OC)C(=O)OC(C)(C)C